FC1=C(CNC(=O)C2=NC(=NO2)C2=CC=CC=C2)C=CC(=C1)F (2,4-difluorobenzyl)-3-phenyl-1,2,4-oxadiazole-5-carboxamide